NC1=CC=C(C=C1)C1C(CN(CC1)C(=O)O)O.OC1=CC=C(C=2C(C3=C(C=CC(=C3C(C12)=O)O)O)=O)O 1,4,5,8-tetrahydroxyanthraquinone 4-(4-aminophenyl)-3-hydroxy-piperidine-1-carboxylate